(5-Chloropyridin-2-yl)(6-(2-cyclopropylphenyl)-4-hydroxy-3,4-dihydro-2H-spiro[naphthalen-1,3'-pyrrolidin]-1'-yl)methanone ClC=1C=CC(=NC1)C(=O)N1CC2(CC1)CCC(C1=CC(=CC=C12)C1=C(C=CC=C1)C1CC1)O